COC(COC(=O)C1(CC1)OC1=C(C=C(C(=C1)N1C(N(C(=CC1=O)C(F)(F)F)C)=O)F)Cl)=O 2-Methoxy-2-oxoethyl-1-{2-chloro-4-fluoro-5-[3-methyl-2,6-dioxo-4-(trifluoromethyl)-3,6-dihydropyrimidin-1(2H)-yl]phenoxy}cyclopropancarboxylat